C1(CCC1)N1CCN(CC1)C1CCN(CC1)C1=C(C=C(C(=C1)OC)NC1=NC=NC(=C1)N1OCC[C@@H]1C1=C(C(=CC=C1F)F)F)NC(C=C)=O N-(2-(4-(4-cyclobutylpiperazine-1-yl)piperidine-1-yl)-4-methoxy-5-((6-((R)-3-(2,3,6-trifluorophenyl)isoxazolidine-2-yl)pyrimidine-4-yl)amino)phenyl)acrylamide